(S)-1-(chloromethyl)-3-(5-(3-(methylamino)propoxy)-1H-indole-2-carbonyl)-2,3-dihydro-1H-benzo[e]indol-5-yl (trans)-hexahydro-[1,2]dithiino[4,5-b]pyridine-1(2H)-carboxylate N1([C@H]2[C@H](CCC1)CSSC2)C(=O)OC=2C1=C(C=3[C@@H](CN(C3C2)C(=O)C=2NC3=CC=C(C=C3C2)OCCCNC)CCl)C=CC=C1